3-(2,2-difluoro-1-ethenyl)-2,2-dimethylcyclopropanecarboxylate FC(=CC1C(C1C(=O)[O-])(C)C)F